(R*)-5-(4-((cyclopropylamino)methyl)-2-oxopyrrolidin-1-yl)-N-(8-fluoro-2-methylimidazo[1,2-a]pyridin-6-yl)pyrazine-2-carboxamide C1(CC1)NC[C@H]1CC(N(C1)C=1N=CC(=NC1)C(=O)NC=1C=C(C=2N(C1)C=C(N2)C)F)=O |o1:5|